N-((S)-(3-chloro-2,4-difluorophenyl)(6-(2,2,2-trifluoroethoxy)pyridin-3-yl)methyl)-3-oxopiperazine-1-carboxamide ClC=1C(=C(C=CC1F)[C@@H](NC(=O)N1CC(NCC1)=O)C=1C=NC(=CC1)OCC(F)(F)F)F